[1,3]oxazin-2-one formate C(=O)O.O1C(N=CC=C1)=O